2,N-diisopropylethylamine C(C)(C)CCNC(C)C